FC1(CN(CC1)C(=O)[C@H]1CCC2=NN(C(N21)=O)CC2=C(C(=NC=C2)C(F)(F)F)F)F |r| (5RS)-5-[(3,3-Difluoropyrrolidin-1-yl)carbonyl]-2-{[3-fluoro-2-(trifluoromethyl)pyridin-4-yl]methyl}-2,5,6,7-tetrahydro-3H-pyrrolo[2,1-c][1,2,4]triazol-3-one